2-hydroxy-4-((S)-1-((R)-4-((2'-methyl-4'-sulfamoyl-[1,1'-biphenyl]-3-yl)methyl)morpholine-3-carboxamido)ethyl)benzoic acid OC1=C(C(=O)O)C=CC(=C1)[C@H](C)NC(=O)[C@@H]1N(CCOC1)CC=1C=C(C=CC1)C1=C(C=C(C=C1)S(N)(=O)=O)C